CC1=NN(C(=O)C1C2C(=NN(C2=O)C3=CC=CC=C3)C)C4=CC=CC=C4 bispyrazolone